C(C1=CC=CC=C1)OC=1C(=NC=CC1)N1N=CC(=C1)C(=O)NC1=CC(=CC(=C1)NS(=O)(=O)C)Cl 1-(3-(benzyloxy)pyridin-2-yl)-N-(3-chloro-5-(methylsulfonamido)phenyl)-1H-pyrazole-4-carboxamide